Ethyl (E)-2-(((dimethylamino)methylene)amino)-1-tosyl-1H-pyrrole-3-carboxylate CN(C)\C=N\C=1N(C=CC1C(=O)OCC)S(=O)(=O)C1=CC=C(C)C=C1